5-(pyrrolidin-3-yl)-2H-1,2,3,4-tetrazole hydrochloride Cl.N1CC(CC1)C=1N=NNN1